4-Amino-N-(2,3-dihydro-1H-inden-2-yl)-6-((3-fluorophenyl)amino)pyridineamide hydrochloride Cl.NC1=CC(=NC(=C1)NC1=CC(=CC=C1)F)C(=O)NC1CC2=CC=CC=C2C1